CS(=O)(=O)C[C@@H]1[C@H](N(C1)C=1N=CC(=C2C=C(N=CC12)NC1=NC(=NC=C1)N1C[C@@H]([C@@H](CC1)OC)O)C(C)C)C (3S,4R)-1-[4-({8-[(2R,3S)-3-(methanesulfonyl-methyl)-2-methylazetidin-1-yl]-5-(propan-2-yl)-2,7-naphthyridin-3-yl}amino)pyrimidin-2-yl]-4-methoxy-piperidin-3-ol